BrC1=C(C=CC=2C3=CC=C(C=C3C3(C12)C1=CC=CC=C1C=1C=CC=CC13)C(C)(C)C)C(C)(C)C bromo-2,7-di-tert-butyl-9,9'-spirobifluorene